ClC=1C=C(C(=C(C1)NC1=CC(=CC=C1)Cl)C)N 5-chloro-N1-(3-chlorophenyl)-2-methylbenzene-1,3-diamine